C(#N)C=1C=C(C=CC1)C1=CC(=C(S1)C)C(=O)O 5-(3-cyanophenyl)-2-methylthiophene-3-carboxylic acid